(racemic)-5-bromo-2-(1-methylpiperidin-3-yl)benzo[d]oxazole BrC=1C=CC2=C(N=C(O2)[C@H]2CN(CCC2)C)C1 |r|